ClC1=C2CCN([C@@H](C2=C(C=C1)O)CN1C(COCC1)=O)C(=O)OC(C)(C)C tert-butyl (S)-5-chloro-8-hydroxy-1-((3-oxomorpholino)methyl)-3,4-dihydroisoquinoline-2(1H)-carboxylate